N1[C@H](CC1)CN1C(NC2=NC=C(C=C21)C2=CC(=C(C=C2)F)C(F)(F)F)=O |r| (R/S)-1-(azetidin-2-ylmethyl)-6-[4-fluoro-3-(trifluoromethyl)phenyl]-3H-imidazo[4,5-b]pyridin-2-one